ClC=1C=NC(=C(C(=O)NC2CCC(CC2)CN2C(N(C3=C2C=CC=C3)C=3C=NC(=CC3C)NC)=O)C1)C 5-chloro-2-methyl-N-((1r,4r)-4-((3-(4-methyl-6-(methylamino)pyridin-3-yl)-2-oxo-2,3-dihydro-1H-benzo[d]imidazol-1-yl)methyl)cyclohexyl)nicotinamide